ClC1=C(C#N)C(=C(C(=C1C#N)Cl)Cl)Cl 2,4,5,6-Tetrachloroisophthalonitrile